N-[(3S)-1-[3-[(2-Chlorophenyl)methyl]-5-[(2S)-1,1,1-trifluoropropan-2-yl]oxytriazolo[4,5-d]pyrimidin-7-yl]pyrrolidin-3-yl]acetamide ClC1=C(C=CC=C1)CN1N=NC2=C1N=C(N=C2N2C[C@H](CC2)NC(C)=O)O[C@H](C(F)(F)F)C